(S)-N-(4-((3-(dimethylamino)pyrrolidin-1-yl)sulfonyl)phenyl)acetamide CN([C@@H]1CN(CC1)S(=O)(=O)C1=CC=C(C=C1)NC(C)=O)C